N1(CCNCC1)C12CC(C1)(C2)C(=O)OC methyl 3-piperazin-1-ylbicyclo[1.1.1]pentane-1-carboxylate